FC1=CC=C(OC[C@H]2N(C3CC([C@H]2C)C3)C(C3=C(C=CC(=C3)C)C3=NC=CC=N3)=O)C=C1 (3s,4r)-3-(4-fluorophenoxymethyl)-4-methyl-2-[5-methyl-2-(pyrimidin-2-yl)benzoyl]-2-azabicyclo[3.1.1]heptane